C(C1=CC=CC=C1)C=1NC(=NN1)C(=O)NC1=NC=CC(=C1)C1=C(C=CC(=C1)OCCCCC(C)(C)O)C(F)(F)F 5-benzyl-N-(4-(5-((5-hydroxyl-5-methylhexyl)oxy)-2-(trifluoromethyl)phenyl)pyridin-2-yl)-4H-1,2,4-triazole-3-carboxamide